(E)-3-methyl-cyclopentadec-2-enone C\C\1=C/C(CCCCCCCCCCCC1)=O